OCC(C(CCCCCCCCCCCC)O)O 1,2,3-Trihydroxypentadecane